OC1C(CCCC1)C1=NN=C(S1)C=1C(=C2C(=NC1)NC=C2)NC2C[C@@H]1[C@@H](CN(C1)S(=O)(=O)NCCO)C2 (3aR,5s,6aS)-5-((5-(5-(2-hydroxycyclohexyl)-1,3,4-thiadiazol-2-yl)-1H-pyrrolo[2,3-b]pyridin-4-yl)amino)-N-(2-hydroxyethyl)hexahydrocyclopenta[c]pyrrole-2(1H)-sulfonamide